2-[(2-chloro-5-trifluoromethyl-phenyl)-(4-fluoro-benzenesulfonyl)-amino]-N-pyridin-4-ylmethyl-acetamide ClC1=C(C=C(C=C1)C(F)(F)F)N(CC(=O)NCC1=CC=NC=C1)S(=O)(=O)C1=CC=C(C=C1)F